FC(CN1N=NC2=C1C=C(C=C2F)C=2C=CN1N=C(N=C(C12)OC)N[C@H]1C(CN(CC1)CCO)(F)F)F (R)-2-(4-((5-(1-(2,2-difluoroethyl)-4-fluoro-1H-benzo[d][1,2,3]triazol-6-yl)-4-methoxypyrrolo[2,1-f][1,2,4]triazin-2-yl)amino)-3,3-difluoropiperidin-1-yl)ethan-1-ol